C(C1=CC=CC=C1)SC1=C(C=CC(=C1)C(C)(C)OC)OC benzyl-(2-methoxy-5-(2-methoxypropan-2-yl)phenyl)sulfane